COCC1NCC2=CC=C(C=C12)C 1-(methoxymethyl)-6-methylisoindoline